(1S,5R)-6-(4-ethoxyphenyl)-N-(2-hydroxyethyl)-2,6-diazaspiro[bicyclo[3.2.2]nonane-9,1'-cyclohexane]-2-carboxamide C(C)OC1=CC=C(C=C1)N1[C@@H]2CCN([C@H](C1)CC21CCCCC1)C(=O)NCCO